[Mn].[Sr].[Nd].NC1=CC(=C2C(=N1)C=C(S2)C2=CC=NN2)N[C@H]2C[C@H](CC2)O (1S,3R)-3-((5-amino-2-(1H-pyrazol-5-yl)thieno[3,2-b]pyridin-7-yl)amino)cyclopentanol neodymium-strontium-manganese